((R)-3-aminopiperidin-1-yl)(2-(1-(cyclopropylmethyl)-7-(1-(tetrahydrofuran-2-carbonyl)piperidin-4-yl)-1H-indol-2-yl)-4-methoxy-3-methylpyrazolo[1,5-a]pyridin-6-yl)methanone N[C@H]1CN(CCC1)C(=O)C=1C=C(C=2N(C1)N=C(C2C)C=2N(C1=C(C=CC=C1C2)C2CCN(CC2)C(=O)C2OCCC2)CC2CC2)OC